6-(Cyclopropylmethyl)-2-methyl-6H-thieno[2,3-b]pyrrole-5-carbaldehyde C1(CC1)CN1C2=C(C=C1C=O)C=C(S2)C